methylidene-6',7'-dihydrospiro[cyclopropane-1,5'-inden] C=C1C2(C=C3C=CC=C3C1)CC2